NC(C[C@H](C(=O)N[C@H](CCC(=O)OC1=CC=C2C(=CC(OC2=C1)=O)C)C)NC(CCCCCCC)=O)=O 4-methyl-2-oxo-2H-chromen-7-yl (S)-4-((R)-4-amino-2-octanamido-4-oxobutanamido)pentanoate